CC(CN1CCOCC1)(C)NC 2-methyl-2-methylaminopropyl-morpholine